C(C)(C)(C)N.[W] tungsten (t-butylamine)